C(C=C)(=O)OC(COC(C=C)=O)C1=CC=CC=C1 Phenylethylene glycol diacrylate